NC1=NC=2C=NC(=CC2C2=C1C=NN2C)C(=O)N2[C@@H]1[C@H](CCC2)OC2=C1C=CC(=C2F)OC(F)(F)F (4-amino-1-methyl-1H-pyrazolo[4,3-c][1,7]naphthyridin-8-yl)((4aS,9bS)-6-fluoro-7-(trifluoromethoxy)-3,4,4a,9b-tetrahydrobenzofuro[3,2-b]pyridin-1(2H)-yl)methanone